COC=1C=C2CN(CC2=CC1)C1=NC2=C(C=C(C=C2C(N1C)=O)C)C(C)NC1=C(C(=O)O)C=CC=C1 ((1-(2-(5-methoxyisoindolin-2-yl)-3,6-dimethyl-4-oxo-3,4-dihydroquinazolin-8-yl)ethyl)amino)benzoic acid